(S)-(+)-3-fluoropyrrolidine F[C@@H]1CNCC1